Methyl 4-[1-[[4-[2-(2-methylphenoxy)ethylamino]tetrahydropyran-4-carbonyl]amino]cyclopropyl]benzoate CC1=C(OCCNC2(CCOCC2)C(=O)NC2(CC2)C2=CC=C(C(=O)OC)C=C2)C=CC=C1